ClC1=CC(=C(C=C1)N1N=NC(=C1)C#N)C1=CC(NC=C1Cl)=O 1-(4-chloro-2-(5-chloro-2-oxo-1,2-dihydropyridin-4-yl)phenyl)-1H-1,2,3-triazole-4-carbonitrile